ClC=1C(=NC=C(C1)CN(C)C)C=O 3-chloro-5-((dimethylamino)methyl)pyridinecarboxaldehyde